Cl.BrC1=CN=C2CCNCC2=C1 7-BROMO-2,5-DIAZATETRALIN HYDROCHLORIDE